FC1=C(C=CC=2NN=NC21)F 4,5-difluoro-1H-benzo[d][1,2,3]triazole